C(CCCCCCCCCCCCC)(=O)O.C(CCCCCCCCCC)(=O)O undecylic acid tetradecanoate